ethyl 5-methyl-7-[3-(methylamino) azetidin-1-yl]-4-oxo-1-(1,3-thiazol-2-yl)-1,4-dihydro-1,8-naphthyridine-3-carboxylate CC1=C2C(C(=CN(C2=NC(=C1)N1CC(C1)NC)C=1SC=CN1)C(=O)OCC)=O